2-(2-(2-azidoethoxy)ethoxy)-N-(2-(2,6-dioxopiperidin-3-yl)-1,3-dioxoisoindolin-4-yl)acetamide N(=[N+]=[N-])CCOCCOCC(=O)NC1=C2C(N(C(C2=CC=C1)=O)C1C(NC(CC1)=O)=O)=O